1-(4'-(5-(3-(2-fluorobenzyl)ureido)-4-methyl-1H-1,2,3-triazol-1-yl)-[1,1'-biphenyl]-4-yl)cyclopropane-1-carboxylic acid FC1=C(CNC(NC2=C(N=NN2C2=CC=C(C=C2)C2=CC=C(C=C2)C2(CC2)C(=O)O)C)=O)C=CC=C1